NC=1C(CC2=CNCN=C2C1)(C)C 7-amino-6,6-dimethyl-3,5-dihydro-2H-quinazolin